C1(CC1)C1=NN(C=C1C1=NC(=C(C=C1Cl)F)Cl)C(=O)OC(C)(C)C tert-butyl 3-cyclopropyl-4-(3,6-dichloro-5-fluoro-2-pyridyl)pyrazole-1-carboxylate